FC1=CC=C(C=2C=NN(C12)C1OCCCC1)C(=O)C1=C(C=NC=C1OC)NC(OC(C)(C)C)=O tert-Butyl (4-(7-fluoro-1-(tetrahydro-2H-pyran-2-yl)-1H-indazole-4-carbonyl)-5-methoxypyridin-3-yl)carbamate